CC1=C2C=CC=C(C2=CC=C1C)O 5,6-dimethylnaphthalen-1-ol